(R)-8-Bromo-2-(isoindolin-2-yl)-6-methyl-3-(1-(methylsulfonyl)pyrrolidin-3-yl)quinazolin-4(3H)-one BrC=1C=C(C=C2C(N(C(=NC12)N1CC2=CC=CC=C2C1)[C@H]1CN(CC1)S(=O)(=O)C)=O)C